N-(4-((6-(3-(4-chlorobenzyl)-1,2,4-thiadiazol-5-ylamino)spiro[3.3]heptan-2-ylamino)methyl)phenyl)acetamide ClC1=CC=C(CC2=NSC(=N2)NC2CC3(CC(C3)NCC3=CC=C(C=C3)NC(C)=O)C2)C=C1